C1(CCCCC1)[C@@H](C(=O)NC1=CC=C(C=C1)C=1C(=NNC1C)C)NC(OCC1=CC=CC=C1)=O benzyl N-[(1S)-1-cyclohexyl-2-[4-(3,5-dimethyl-1H-pyrazol-4-yl)anilino]-2-oxo-ethyl]carbamate